C(C)(C)(C)OC(NCCC1CCN(CC1)C1=CC2=C(N(C(N2C)=O)C2C(NC(CC2)=O)=O)C=C1)=O.ClCCCC1OC1 2-(3-chloropropyl)oxirane tert-butyl-N-[2-[1-[1-(2,6-dioxo-3-piperidyl)-3-methyl-2-oxo-benzimidazol-5-yl]-4-piperidyl]ethyl]carbamate